tert-butyl 3-oxo-4-(1-((2-(trimethylsilyl)ethoxy)methyl)-1H-benzo[d]imidazol-4-yl)piperazine-1-carboxylate O=C1CN(CCN1C1=CC=CC=2N(C=NC21)COCC[Si](C)(C)C)C(=O)OC(C)(C)C